N-(4-Amino-2-tetrahydropyran-2-yl-pyrazolo[4,3-c]pyridin-7-yl)-N'-[[2-chloro-4-(trifluoromethyl)phenyl]methyl]-N'-methyl-oxamide NC1=NC=C(C=2C1=CN(N2)C2OCCCC2)NC(=O)C(=O)N(C)CC2=C(C=C(C=C2)C(F)(F)F)Cl